CC1([C@@H]([C@H](CCC1)C)CC[C@H](CCC)O)C (3S)-1-[(1R,6S)-2,2,6-trimethylcyclohexyl]hexan-3-ol